CC=1C(=C(C=C(C1)C(F)(F)F)O)C=1C=CC=2C(N1)=NN(C2)[C@@H]2CCC=1N(C2)C(=NN1)C |o1:21| (R or S)-3-methyl-2-(2-(3-methyl-5,6,7,8-tetrahydro-[1,2,4]triazolo[4,3-a]pyridin-6-yl)-2H-pyrazolo[3,4-b]pyridin-6-yl)-5-(trifluoromethyl)phenol